5-nitro-2-((4-nitrophenyl)disulfanyl)pyridine [N+](=O)([O-])C=1C=CC(=NC1)SSC1=CC=C(C=C1)[N+](=O)[O-]